Tetrahydro-6-pentyl-2H-pyran-2-one C(CCCC)C1CCCC(O1)=O